ClC=1C(=C(CN2[C@@H](C[C@@](CC2)(C(=O)O)CC2=NC(=CC(=C2F)[C@@H](C)F)NC2=NNC(=C2)C)C)C=CC1)F (2R,4R)-1-(3-chloro-2-fluorobenzyl)-4-((3-fluoro-4-((R)-1-fluoroethyl)-6-((5-methyl-1H-pyrazol-3-yl)amino)pyridin-2-yl)methyl)-2-methylpiperidine-4-carboxylic acid